1,1-Bis[4-[N,N-di(p-tolyl)amino]phenyl]cyclohexane CC1=CC=C(C=C1)N(C2=CC=C(C=C2)C)C3=CC=C(C=C3)C4(CCCCC4)C5=CC=C(C=C5)N(C6=CC=C(C=C6)C)C7=CC=C(C=C7)C